[Cl-].C(C)(=O)OCC[N+](C)(C)C (2-acetoxyethyl)trimethylammonium chloride